(R,E)-3-(4-fluorophenyl)-4-phenyl-N-((R)-2-sulfamoylpropyl)-N'-((4-(trifluoromethyl)phenyl)sulfonyl)-4,5-dihydro-1H-pyrazole-1-carboximidamide FC1=CC=C(C=C1)C1=NN(C[C@H]1C1=CC=CC=C1)/C(/NC[C@@H](C)S(N)(=O)=O)=N/S(=O)(=O)C1=CC=C(C=C1)C(F)(F)F